C(C)(C)(C)OC(=O)N1CCC(CC1)C=1C=C2CCCN(C2=CC1C(F)F)C=1N=C(C=C2C=CC=NC12)C(=O)OCC ethyl 8-[6-(1-tert-butoxycarbonylpiperidin-4-yl)-7-difluoromethyl-3,4-dihydro-2H-quinolin-1-yl]-[1,7]naphthyridine-6-carboxylate